(Z)-2-(1-(4-((3,4-dimethoxybenzyl)oxy)-3,5-dimethoxybenzylidene)-5,6-dimethoxy-2-methyl-1H-inden-3-yl)acetic acid COC=1C=C(COC2=C(C=C(\C=C/3\C(=C(C4=CC(=C(C=C34)OC)OC)CC(=O)O)C)C=C2OC)OC)C=CC1OC